BrC=1C=C(C=C(C1)OC1OCCCC1)OC1OCCCC1 2,2'-[(5-bromo-1,3-phenylene)bis(oxy)]bis(tetrahydro-2H-pyran)